ClC1=CC=C(C=C1)[C@]12[C@](C3=C(C=NC=C3OC)O1)([C@@H]([C@@H]([C@H]2C2=CC=CC=C2)C(=O)O)O)O |r| rac-(4bS,5R,6R,7S,7aR)-7a-(4-chlorophenyl)-4b,5-dihydroxy-4-methoxy-7-phenyl-4b,6,7,7a-tetrahydro-5H-cyclopenta[4,5]furo[2,3-c]pyridine-6-carboxylic acid